2-(N-Morpholino)ethanesulfonic acid potassium salt C1COCCN1CCS(=O)(=O)[O-].[K+]